(benzyloxycarbonyl)-L-tyrosine benzyl ester C(C1=CC=CC=C1)OC([C@@H](NC(=O)OCC1=CC=CC=C1)CC1=CC=C(C=C1)O)=O